OC1=C2C(=C(C=3OC=4C=C(C(=C(C4C(C13)=C=O)CC=C(C)C)OC)O)/C=C/C(=O)O)OC(C=C2)(C)C (E)-3-(5,9-dihydroxy-8-methoxy-2,2-dimethyl-7-(3-methylbut-2-en-1-yl)-6-carbonyl-2H,6H-pyrano[3,2-b]xanthen-12-yl)acrylic acid